Cl.FC1=C(C(=CC(=C1)S(=O)(=O)N1C[C@H](CC1)F)F)C1=CC(=C2C=CC(=NC2=C1F)C(=O)NCCNC)C 7-{2,6-difluoro-4-[(3S)-3-fluoropyrrolidine-1-sulfonyl]phenyl}-8-fluoro-5-methyl-N-[2-(methylamino)ethyl]quinoline-2-carboxamide hydrochloride